NCCOCCOCCOCCOCCC(=O)OC(C)(C)C tert-butyl 3-[2-[2-[2-(2-aminoethoxy) ethoxy]ethoxy]ethoxy]propanoate